C(CCCCCCCCCCCCCCCCC)OCC(COP(=O)(O)OCC(O)CO)O 3-octadecylglycero-1-phospho-glycerol